N1(CCC2(CC1)OCC1=NC=CC=C12)C=1OC2(C(N1)=O)CC1=CC=CC=C1C2 2'-(1'H,7H-spiro[furo[3,4-b]pyridine-5,4'-piperidin]-1'-yl)-1,3-dihydro-4'H-spiro[indene-2,5'-[1,3]oxazol]-4'-one